C(C)(C)(C)OC1=CC=C(C=C1)C1CN(C1)C(=O)N1C[C@@H]2[C@@H](OCC(N2)=O)CC1 (4aR,8aS)-6-[3-(4-tert-butoxyphenyl)azetidine-1-carbonyl]-4,4a,5,7,8,8a-hexahydropyrido[4,3-b][1,4]oxazin-3-one